C(C)(C)(C)C=1C(=C(C=C(C1)CCC(=O)OCC(CCCC)CC)N1N=C2C(=N1)C=CC=C2)O 2-(3'-tert-butyl-5'-[2-(2-ethylhexyl-oxy)carbonylethyl]-2'-hydroxyphenyl)benzotriazole